6-{[(1R)-1-(2,4-dichlorophenyl)ethyl]amino}-8-{3-[(3R)-1-(2-hydroxyethyl)piperidin-3-yl]azetidin-1-yl}pyrido[1,2-a]pyrimidin-4-one ClC1=C(C=CC(=C1)Cl)[C@@H](C)NC1=CC(=CC=2N1C(C=CN2)=O)N2CC(C2)[C@@H]2CN(CCC2)CCO